(S)-5-chloro-N-(8,9-difluoro-6-oxo-1,4,5,6-tetrahydro-2H-pyrano[3,4-c]isoquinolin-1-yl)-N-methylthiophene-3-carboxamide ClC1=CC(=CS1)C(=O)N(C)[C@@H]1COCC=2NC(C=3C=C(C(=CC3C21)F)F)=O